O=C1CC=CCC1 2-oxo-2,3-dihydro-1H-benzol